5,5'-dimethoxy-4,4'-diaminobiphenyl COC=1C(=CC=C(C1)C1=CC=C(C(=C1)OC)N)N